(S)-2-amino-N-((2-fluorophenyl)methyl-d2)propanamide N[C@H](C(=O)NC([2H])([2H])C1=C(C=CC=C1)F)C